CS(=O)(=O)C=CC(C)NC(=O)C=1C(=NC(=NC1)C(F)(F)F)OC1=CC=CC=C1 N-(4-(methylsulfonyl)but-3-en-2-yl)-4-phenoxy-2-(trifluoromethyl)pyrimidine-5-carboxamide